4,4-dimethylcyclohex-2-enone CC1(C=CC(CC1)=O)C